C(=O)(OC(C)(C)C)NC1=NC(=NC(=N1)C1=NC(=CC=C1)C(F)(F)F)NC1=CC(=NC=C1)C(F)(F)F 4-(Boc-amino)-6-(6-(trifluoromethyl)pyridin-2-yl)-N-(2-(trifluoromethyl)pyridin-4-yl)-1,3,5-triazin-2-amine